FC(C1=CC=C(C=C1)CC=C)(F)F 3-(4-(trifluoromethyl)phenyl)prop-1-en